4-(dibenzofuran-1-yl)phenyl-4-(naphthalene-1-yl)phenyl-phenanthren-9-yl-amine C1(=CC=CC=2OC3=C(C21)C=CC=C3)C3=CC=C(C=C3)N(C=3C2=CC=CC=C2C=2C=CC=CC2C3)C3=CC=C(C=C3)C3=CC=CC2=CC=CC=C32